(12aR)-7-hydroxy-12-[bis(4-fluorophenyl)methyl]-3,4,12,12a-tetrahydro-1H-[1,4]oxazino[3,4-c]pyrido[2,1-f][1,2,4]triazine-6,8-dione OC=1C(C=CN2N([C@H]3N(C(C21)=O)CCOC3)C(C3=CC=C(C=C3)F)C3=CC=C(C=C3)F)=O